C(C)N1CCN(CC1)CCOC1=CC=CC2=COC=C12 7-(2-(4-ethylpiperazin-1-yl)ethoxy)isobenzofuran